ethylenediamine trisodium disuccinate C(CCC(=O)[O-])(=O)[O-].C(CCC(=O)O)(=O)[O-].[Na+].[Na+].[Na+].C(CN)N